FC1(CCN(CC1)CCOC1=CC(=NC=C1)C1=NC=CC(=C1)C1=NOC(=N1)C(F)(F)F)F 3-(4'-(2-(4,4-Difluoropiperidin-1-yl)ethoxy)-[2,2'-bipyridin]-4-yl)-5-(trifluoromethyl)-1,2,4-oxadiazole